[C@H]12CNC[C@@H]2C1CNC(OC(C)(C)C)=O tert-butyl (((1R,5S,6s)-3-azabicyclo[3.1.0]hexan-6-yl)methyl)carbamate